O.ClC1=C(C=CC=C1Cl)N1CCN(CC1)CCCCOC1=CC=C2CCC(NC2=C1)=O 7-[4-[4-(2,3-dichlorophenyl)-1-piperazinyl]butoxy]-3,4-dihydroquinolone monohydrate